C[C@@H]1CN(C[C@@H](N1)C)C1=C2C(=NC=C1)N(CC2)C(=O)NC2=CC1=CN(N=C1C(=C2)F)C 4-((3R,5S)-3,5-dimethylpiperazin-1-yl)-N-(7-fluoro-2-methyl-2H-indazol-5-yl)-2,3-dihydro-1H-pyrrolo[2,3-b]pyridine-1-carboxamide